CC1(C(C(CC1)=C)C)CCO 2-(1,2-dimethyl-3-methylenecyclopentyl)ethanol